2-methylpropan-2-yl (1R)-5-ethyl-1-methyl-3-oxo-8-azabicyclo[3.2.1]octane-8-carboxylate C(C)C12CC(C[C@@](CC1)(N2C(=O)OC(C)(C)C)C)=O